2-(9H-carbazol-2-yl)-N-(4-fluorobenzyl)acetamide C1=C(C=CC=2C3=CC=CC=C3NC12)CC(=O)NCC1=CC=C(C=C1)F